2-isopropyl-1-(2-trimethylsilylethoxymethyl)pyrrolo[2,3-b]pyridin-4-ol C(C)(C)C1=CC2=C(N=CC=C2O)N1COCC[Si](C)(C)C